tert-butyl (1-bromo-8-iodoisoquinolin-3-yl)carbamate BrC1=NC(=CC2=CC=CC(=C12)I)NC(OC(C)(C)C)=O